Cl.Cl.C1(CC1)C(=O)O[C@]1([C@H](C2=CC=C(C=C2CC1)F)C(C)C)CCN(C)CCCC1=NC2=C(N1)C=CC=C2 cyclopropanecarboxylic acid, (1S,2S)-2-[2-[[3-(1H-benzimidazol-2-yl)propyl]methylamino]ethyl]-6-fluoro-1,2,3,4-tetrahydro-1-(1-methylethyl)-2-naphthalenyl ester, dihydrochloride